racemic-N-(1-benzyl-3,3,3-trifluoro-1-methyl-propyl)-7,8-difluoro-quinoline-3-carboxamide C(C1=CC=CC=C1)[C@@](CC(F)(F)F)(C)NC(=O)C=1C=NC2=C(C(=CC=C2C1)F)F |r|